bis[2,6-difluoro-3-(1H-pyrrol-1-yl)-phenyl]Titanium FC1=C(C(=CC=C1N1C=CC=C1)F)[Ti]C1=C(C(=CC=C1F)N1C=CC=C1)F